2-(2,4-difluoro-5-nitro-phenyl)-5-ethyl-tetrazole FC1=C(C=C(C(=C1)F)[N+](=O)[O-])N1N=C(N=N1)CC